ClC=1C=NC2=CC(=CC=C2C1C(=O)C1=CC=C(C=C1)F)OC (3-Chloro-7-methoxyquinolin-4-yl)(4-fluorophenyl)methanone